C(C)(C)(C)OC(=O)NCCCCN[C@@H]1C[C@H](CC1)NC1=NC=C(C(=N1)C1=CNC2=CC(=CC=C12)C(=O)OC)C(F)(F)F methyl 3-(2-(((1S,3S)-3-((4-((t-butyloxycarbonyl)amino)butyl)amino)cyclopentyl)amino)-5-(trifluoromethyl)pyrimidin-4-yl)-1H-indole-6-carboxylate